BENZYL ((NAPHTHALEN-1-YLOXY)(PERFLUOROPHENOXY)PHOSPHORYL)-L-ALANINATE C1(=CC=CC2=CC=CC=C12)OP(=O)(OC1=C(C(=C(C(=C1F)F)F)F)F)N[C@@H](C)C(=O)OCC1=CC=CC=C1